FC1=C(C=CC=C1)C1=C(C(=CC=C1)C=1C=C2CN(C(C2=CC1)=O)C(C(=O)OCC)C)C ethyl 2-(5-(2'-fluoro-2-methyl-[1,1'-biphenyl]-3-yl)-1-oxoisoindolin-2-yl)propanoate